NCC=1C=C(C=CC1)C1CCN(CC1)C(=O)C1=CC(=CC=C1)C(=O)N1C[C@@H]([C@@H](C1)O)O (4-(3-(aminomethyl)phenyl)piperidin-1-yl)(3-((3S,4R)-3,4-dihydroxypyrrolidine-1-carbonyl)phenyl)methanone